OC=1C=C(C=CC1OC)NC(CSC=1SC=2C(=NC(=CC2)OC)N1)=O N-(3-hydroxy-4-methoxyphenyl)-2-((5-methoxythiazolo[4,5-b]pyridin-2-yl)thio)acetamide